ClC=1C=C(C=2N(N1)C(=CN2)C(C)C)N 6-chloro-3-isopropylimidazo[1,2-b]pyridazin-8-amine